2-(3-(5-amino-3,3-dimethylpentyloxy)phenyl)-N-(4-(1-(cyclopropanecarbonyl)indol-5-yl)-5-methylthiazol-2-yl)acetamide NCCC(CCOC=1C=C(C=CC1)CC(=O)NC=1SC(=C(N1)C=1C=C2C=CN(C2=CC1)C(=O)C1CC1)C)(C)C